FC(C1=NC=C(C=N1)C(C)=O)(F)F 1-(2-(trifluoromethyl)pyrimidin-5-yl)ethan-1-one